C(CCCCCCC)OC=1C=C(SC1[Sn](C)(C)C)C=1SC(=C(C1)OCCCCCCCC)[Sn](C)(C)C (4,4'-bis(octyloxy)-[2,2'-bithiophene]-5,5'-diyl)bis(trimethylstannane)